NCC1CCN(CC1)C(=O)OC(C)(C)C 4-(aminomethyl)-1-N-Boc-piperidine